CC1=C(C=CC=C1C(F)(F)F)NC=1C(C(=O)O)=CC=CC1 N-(2-methyl-3-trifluoromethyl-phenyl)anthranilic acid